1-[(2,4-dimethylthiazol-5-yl)methyl]-N-(1-methylcyclopropyl)-2-oxo-3-thiazol-4-yl-benzoimidazole-5-sulfonamide CC=1SC(=C(N1)C)CN1C(N(C2=C1C=CC(=C2)S(=O)(=O)NC2(CC2)C)C=2N=CSC2)=O